(R,E)-ethyl 3-(3-(1-((tert-butyldimethylsilyl)oxy)ethyl)-1,2,4-oxadiazol-5-yl)acrylate [Si](C)(C)(C(C)(C)C)O[C@H](C)C1=NOC(=N1)/C=C/C(=O)OCC